[Ti].[Ti].[Ti] Titanium-Titanium Titanium